NCC=1C=C(C=CC1)C=1C=C(C2=C(C(=CO2)COC2=C(C=CC=C2)CC(=O)OCC)C1)NCC1COCC1 ethyl 2-(2-((5-(3-(aminomethyl)phenyl)-7-(((tetrahydrofuran-3-yl)methyl)amino)benzofuran-3-yl)methoxy)phenyl)acetate